BrC=1C=C(C=2N(C1)C=C(N2)C=O)F 6-bromo-8-fluoro-imidazo[1,2-a]pyridine-2-carbaldehyde